3-(4-chloro-2-fluoro-5-(1H-imidazole-1-carbonyl)phenyl)-6-(trifluoromethyl)pyrimidine-2,4(1H,3H)-dione ClC1=CC(=C(C=C1C(=O)N1C=NC=C1)N1C(NC(=CC1=O)C(F)(F)F)=O)F